3-[(Z)-2-([2,3'-bipyridin]-5'-yl)-2-fluorovinyl]-4-fluoro-N-[(1S,2S)-2-hydroxycyclohexyl]benzamide N1=C(C=CC=C1)C=1C=NC=C(C1)/C(=C/C=1C=C(C(=O)N[C@@H]2[C@H](CCCC2)O)C=CC1F)/F